((2-amino-5-methylpyridin-4-yl)methoxy)-5-bromopyrazin-2-amine NC1=NC=C(C(=C1)COC=1C(=NC=C(N1)Br)N)C